6-methyl-2-(1-methyl-1H-pyrazol-3-yl)-5-(1-morpholinoethyl)indolizine-7-carboxylic acid CC1=C(N2C=C(C=C2C=C1C(=O)O)C1=NN(C=C1)C)C(C)N1CCOCC1